Cl.NC([C@H](C[C@H]1C(NCC1)=O)NC(=O)[C@@H]1[C@H]2C([C@H]2CN1C([C@@H](N)CN1N=CC=C1)=O)(C)C)=O (1R,2S,5S)-N-{(2S)-1-amino-1-oxo-3-[(3S)-2-oxopyrrolidin-3-yl]propan-2-yl}-6,6-dimethyl-3-[3-(1H-pyrazol-1-yl)-L-alaninyl]-3-azabicyclo[3.1.0]hexane-2-carboxamide, hydrochloride